sodium 5-(2H-naphtho[1,2-d][1,2,3]triazol-2-yl)-2-[(E)-2-phenylvinyl]-benzenesulfonate N=1N(N=C2C1C1=CC=CC=C1C=C2)C=2C=CC(=C(C2)S(=O)(=O)[O-])\C=C\C2=CC=CC=C2.[Na+]